tert-Butyl (S)-{1-[2-(benzo[d]isoxazol-3-yl)phenyl]-2-(6-methylpyridine-2-yl)ethyl}carbamate O1N=C(C2=C1C=CC=C2)C2=C(C=CC=C2)[C@H](CC2=NC(=CC=C2)C)NC(OC(C)(C)C)=O